NCCOC1=CC(=NC=C1)C1=C(C=C(C#N)C=C1)OC=1N(N=C(C1)C1CC1)C 4-[4-(2-aminoethoxy)pyridin-2-yl]-3-(5-cyclopropyl-2-methylpyrazol-3-yl)oxybenzonitrile